C1(CCC1)N1C[C@H](N(CC1)C=1SC2=C(N1)C(=C(N2)C=2C(=C(C=1N(C2)N=CN1)C)C)C(C)C)C (R)-2-(4-cyclobutyl-2-methylpiperazin-1-yl)-5-(7,8-dimethyl-[1,2,4]triazolo[1,5-a]pyridin-6-yl)-6-isopropyl-4H-pyrrolo[3,2-d]thiazole